O=C(O)[C@@H](N)CC1=CC=C(O)C(O)=C1 L-DOPA